5-(dimethylamino)pentylamine CN(CCCCCN)C